S(=O)(=O)(ON1[C@@H]2CC[C@H](N(C1=O)C2)C(NC(CC2=NNC=C2)=O)=N)O (2S,5R)-2-(N-(2-(1H-pyrazol-3-yl) acetyl) carbamimidoyl)-7-oxo-1,6-diazabicyclo[3.2.1]octan-6-yl hydrogen sulfate